C(C1=CC=CC=C1)N(C1=CC=C2[C@@H](CC[C@@]3(CC=4N=C(N=C(C4CO3)N3CCOCCC3)S(=O)(=O)C)C2=C1C#N)C(F)(F)F)CC1=CC=CC=C1 |o1:15| (1R*,4R)-7-(dibenzylamino)-2'-(methylsulfonyl)-4'-(1,4-oxazepan-4-yl)-4-(trifluoromethyl)-3,4,5',8'-tetrahydro-2H-spiro[naphthalene-1,7'-pyrano[4,3-d]pyrimidine]-8-carbonitrile